FC=1C=C2C(=CNC2=CC1)C(=O)[C@@H]1N(CCC1)C(C)=O 1-[(2R)-2-(5-fluoro-1H-indole-3-carbonyl)pyrrolidin-1-yl]ethan-1-one